isobutyl-3,4-dihydroquinoxaline-1(2H)-carboxylic acid tert-butyl ester C(C)(C)(C)OC(=O)N1C(CNC2=CC=CC=C12)CC(C)C